2-benzyl-6-oxo-1-phenyl-5,10-dioxo-2,7-diaza-dodecane-12-yl methacrylate C(C(=C)C)(=O)OCCC(CCNC(C(CCN(CC1=CC=CC=C1)CC1=CC=CC=C1)=O)=O)=O